1-[[7-[1-(2-azaspiro[3.3]heptan-6-yl)-6-chloro-3,4-dihydro-2H-quinolin-8-yl]thieno[3,2-b]pyridin-2-yl]methyl]pyrrolidine-2,5-dione C1NCC12CC(C2)N2CCCC1=CC(=CC(=C21)C2=C1C(=NC=C2)C=C(S1)CN1C(CCC1=O)=O)Cl